C1(=CC=CC=C1)N1CC=CC2=CC=CC=C12.C1(=CC=CC=C1)N1CC=CC2=CC=CC=C12.[Ir] iridium bis(1-phenylquinoline)